O=C1CC2(CCNCC2)CC(C1C1=C(C=C(C=C1C)C1=CC=C(C=N1)C#N)CC)=O 6-[4-(8,10-dioxo-3-azaspiro[5.5]undecan-9-yl)-3-ethyl-5-methyl-phenyl]pyridine-3-carbonitrile